C(C)(=O)OC(C(=O)OC)(\C=C\C(=O)C1=CC=C(C=C1)OC)C1=CC=C(C=C1)C(C)(C)C methyl (E)-2-acetoxy-2-(4-(tert-butyl) phenyl)-5-(4-methoxyphenyl)-5-oxopent-3-enoate